4-amino-N-(3-methyloxetan-3-yl)benzenesulfonamide NC1=CC=C(C=C1)S(=O)(=O)NC1(COC1)C